ClCC1=NC(=CC=C1)N1CCCC1 2-(chloromethyl)-6-(pyrrolidin-1-yl)pyridine